OCC1=NN=C(S1)NC(OC(C)(C)C)=O tert-butyl N-[5-(hydroxymethyl)-1,3,4-thiadiazol-2-yl]carbamate